tert-butyl 8-[3-chloro-4-(4,4,5,5-tetramethyl-1,3,2-dioxaborolan-2-yl) phenyl]-2-azaspiro[4.5]dec-7-ene-2-carboxylate ClC=1C=C(C=CC1B1OC(C(O1)(C)C)(C)C)C1=CCC2(CCN(C2)C(=O)OC(C)(C)C)CC1